1-N-(4-(sec-butyl)phenyl)cyclohexane-1,4-diamine C(C)(CC)C1=CC=C(C=C1)NC1CCC(CC1)N